4-(2,7-dimethyl-3-benzofuranyl)-5-hydroxy-2,6-dimethyl-3(2H)-pyridazinone CC=1OC2=C(C1C=1C(N(N=C(C1O)C)C)=O)C=CC=C2C